(S)-3,3,3-trifluoro-1-(4-prolylpiperazin-1-yl)propan-1-one Tert-butyl-(S)-2-(4-(3,3,3-trifluoropropanoyl)piperazin-1-carbonyl)pyrrolidin-1-carboxylate C(C)(C)(C)OC(=O)N1[C@@H](CCC1)C(=O)N1CCN(CC1)C(CC(F)(F)F)=O.FC(CC(=O)N1CCN(CC1)C([C@H]1NCCC1)=O)(F)F